C(C(C)C)C1C(C(CC=C1)C(=O)O)C(=O)O 3-isobutyl-4-cyclohexene-1,2-dicarboxylic acid